C=CC=CCCCCCCCC=CCCCCCC 1,3,12-nonadecatriene